(S*)-3-Ethyl-N5-((1r,4S)-4-hydroxycyclohexyl)-N7-methyl-3-phenyl-2,3-dihydrobenzofuran-5,7-dicarboxamide C(C)[C@]1(COC2=C1C=C(C=C2C(=O)NC)C(=O)NC2CCC(CC2)O)C2=CC=CC=C2 |o1:2|